(4'-chloro-[1,1'-biphenyl]-4-yl)acetonitrile ClC1=CC=C(C=C1)C1=CC=C(C=C1)CC#N